NC=1C(=NN2C1N=CC1=C2C(CN1C(=O)NC=1C=NC(=C(C1)Cl)N1N=CC=N1)(C(F)(F)F)C)C 3-amino-N-(5-chloro-6-(2H-1,2,3-triazol-2-yl)pyridin-3-yl)-2,8-dimethyl-8-(trifluoromethyl)-7,8-dihydro-6H-pyrazolo[1,5-a]pyrrolo[2,3-e]pyrimidine-6-carboxamide